N-((2-(4'-Fluoro-2'-(4-methyl-4H-1,2,4-triazol-3-yl)-[1,1'-biphenyl]-3-yl)-7-methoxybenzo[d]oxazol-5-yl)methyl)-3-methoxypropan-1-amine FC1=CC(=C(C=C1)C1=CC(=CC=C1)C=1OC2=C(N1)C=C(C=C2OC)CNCCCOC)C2=NN=CN2C